BrC1=CC(=C(C(=C1)F)[C@H]1N([C@@H](CC2=CC=CC=C12)C)C1=CC=CC=C1)F (1S,3R)-1-(4-bromo-2,6-difluorophenyl)-3-methyl-2-phenyl-1,2,3,4-tetrahydroisoquinoline